C12CC(C1)(C2)N2N=CC(=C2)S(=O)(=O)NC=2C=CC(=C1C(=CNC21)C#N)Cl 1-(3-bicyclo[1.1.1]pentanyl)-N-(4-chloro-3-cyano-1H-indol-7-yl)pyrazole-4-sulfonamide